FC1(C(CN(C1)C)C(=O)NC1=NC=CC(=C1)C1=NC=CC(=C1)C=1C=C(C=CC1C)NC(=O)C=1N=NC=C(C1)C(F)(F)F)F N-(3-(2'-(4,4-difluoro-1-methylpyrrolidine-3-carboxamido)-[2,4'-bipyridin]-4-yl)-4-methylphenyl)-5-(trifluoromethyl)pyridazine-3-carboxamide